4-acetylamino-3-nitrophenylethyl acetate C(C)(=O)OCCC1=CC(=C(C=C1)NC(C)=O)[N+](=O)[O-]